C[SiH](C)[Hf](C1C(=C(C(=C1C)C)C)C)C1C(=CC2=C(C=3C(CC(C3C=C12)(C)C)(C)C)C1=CC=C(C=C1)C(C)(C)C)C Dimethylsilyl-(2,5,5,7,7-pentamethyl-4-(4-tert-butyl-phenyl)-1,5,6,7-tetrahydro-s-indacenyl)(2,3,4,5-tetramethyl-cyclopentadienyl)hafnium